(1R)-1-(2-Methyl-3-nitrophenyl)ethylamine hydrochloride Cl.CC1=C(C=CC=C1[N+](=O)[O-])[C@@H](C)N